C(C)S(=O)(=O)C=1C=C(C=NC1C1=NC2=C(N=NC(=C2)C(F)(F)F)N1C)CC#N 2-[5-ethylsulfonyl-6-[7-methyl-3-(trifluoromethyl)imidazo[4,5-c]pyridazin-6-yl]-3-pyridyl]acetonitrile